ClC=1C=C(C#N)C=C(C1)[C@H](CO)CN1[C@@H](C[C@@H](C1)COC1=CC=C(C=C1)S(=O)(=O)C)C 3-chloro-5-[(2S)-1-hydroxy-3-[(2R,4S)-4-[(4-methanesulfonylphenoxy)methyl]-2-methylpyrrolidin-1-yl]propan-2-yl]benzonitrile